FC(C1=C(C=C(C=N1)C1=NCC(S(C2=C1C=CC=C2F)=O)(C)C)C)F 5-(6-(difluoromethyl)-5-methylpyridin-3-yl)-9-fluoro-2,2-dimethyl-2,3-dihydrobenzo[f][1,4]thiazepine 1-oxide